FC(CS(=O)(=O)C=1C=CC=C(C(=O)N)C1)(F)F 5-[(2,2,2-trifluoroethyl)sulfonyl]benzamide